N,4-dimethyl-N-(3-(phenylthio)bicyclo[1.1.1]pentan-1-yl)benzenesulfonamide methyl-2-bromo-2-((S)-4-methylisochroman-5-yl)acetate COC(C(C1=C2[C@@H](COCC2=CC=C1)C)Br)=O.CN(S(=O)(=O)C1=CC=C(C=C1)C)C12CC(C1)(C2)SC2=CC=CC=C2